(1-Methyl-1H-1,2,4-triazol-3-yl)methyl (5-((3-chloro-4-fluorophenyl)carbamoyl)-2,3-dihydro-1H-pyrrolizin-1-yl)carbamate ClC=1C=C(C=CC1F)NC(=O)C=1N2CCC(C2=CC1)NC(OCC1=NN(C=N1)C)=O